N[C@H]1CN(CCC1)CC1=CC=CC=C1 (R)-3-amino-1-benzylpiperidine